FC1=CC(=C(C=C1)N1N=CC(=C1C(F)(F)F)C(=O)O)C 1-(4-fluoro-2-methylphenyl)-5-(trifluoromethyl)-1H-pyrazole-4-carboxylic acid